C(C#CC)(=O)N1CC(N(CC1)C=1C=C(C=CC1)C)=O 4-(but-2-ynoyl)-1-(m-tolyl)piperazin-2-one